ClC(C(=O)OC)C(=C=O)C1=CC=C(C=C1)OC methyl 2-chloro-3-(4-methoxyphenyl)-3-carbonylpropionate